ClC1=C(C=O)C=CC(=C1)F chloro-4-fluorobenzaldehyde